COC(N[C@H](C(=O)NC=1C(N(C=CC1)CC1=NC2=C(N1)C(=CC(=C2)F)OC(C(F)F)(F)F)=O)CC\C=C\C(=O)N(C)C)=O (S,E)-Methyl-(7-(dimethyl-amino)-1-((1-((5-fluoro-7-(1,1,2,2-tetrafluoroethoxy)-1H-benzo[d]imidazol-2-yl)methyl)-2-oxo-1,2-dihydropyridin-3-yl)amino)-1,7-dioxohept-5-en-2-yl)carbamat